CNCC1=CC2=CC=CC=C2C=C1 N-methyl-1-(naphthalene-2-yl)methylamine